(2R,4R)-1-(3-chloro-2-fluorobenzyl)-4-((5-fluoro-3-methyl-6-((5-methyl-1H-pyrazol-3-yl)amino)pyridin-2-yl)methyl)-2-methyl-piperidine-4-carboxylic acid ClC=1C(=C(CN2[C@@H](C[C@@](CC2)(C(=O)O)CC2=NC(=C(C=C2C)F)NC2=NNC(=C2)C)C)C=CC1)F